N-(5-cyclopropyl-6-(4-ethynyl-2-hydroxyphenyl)pyridazin-3-yl)-2-(methylamino)propionamide C1(CC1)C=1C=C(N=NC1C1=C(C=C(C=C1)C#C)O)NC(C(C)NC)=O